5-n-Propyl-thiophene-2-boronic acid C(CC)C1=CC=C(S1)B(O)O